O(C)[Si](CCCC)(C)C methoxyl-(dimethyl)butylsilane